C1(CC1)COC1=C(C=C(C=C1)NS(=O)(=O)CC)C=1C2=C(C(N(C1)C)=O)OC=C2 N-[4-(cyclopropylmethoxy)-3-(6-methyl-7-oxofuro[2,3-c]pyridin-4-yl)phenyl]ethanesulfonamide